ClC=1C=C(CNC2=NC(=NC=C2C(=O)NCC2=NC=CC=N2)N2[C@@H](CCC2)CO)C=CC1OC (S)-4-[(3-chloro-4-methoxybenzyl)amino]-2-[2-(hydroxymethyl)-1-pyrrolidinyl]-N-(2-pyrimidinylmethyl)-5-pyrimidinecarboxamide